(2R)-N-((R)-(3-chloro-2,4-difluorophenyl)(trans-3-(difluoromethoxy)cyclobutyl)methyl)-2-methyl-3-oxopiperazine-1-carboxamide ClC=1C(=C(C=CC1F)[C@H](NC(=O)N1[C@@H](C(NCC1)=O)C)[C@@H]1C[C@H](C1)OC(F)F)F